CN(CCN1CCCCC1)C 1-[2-dimethylaminoethyl]piperidin